C1(CCC1)C(=O)N1CCN(C2(C1)CCN(C(CC2)=O)CC(=O)OCC)C ethyl 2-(4-(cyclobutanecarbonyl)-1-methyl-10-oxo-1,4,9-triazaspiro[5.6]dodecan-9-yl)acetate